ethyl 6-(6-(difluoromethyl)-6-hydroxy-2-azaspiro[3.3]heptan-2-yl)imidazo[1,2-a]pyridine-3-carboxylate FC(C1(CC2(CN(C2)C=2C=CC=3N(C2)C(=CN3)C(=O)OCC)C1)O)F